C=1(C(=CC=CC1)C=O)C(C)C cumenal